N-(2-Diisopropylaminoethyl)-succinamic acid 2,6-diisopropyl-phenyl ester C(C)(C)C1=C(C(=CC=C1)C(C)C)OC(CCC(=O)NCCN(C(C)C)C(C)C)=O